(E)-2-(1-benzoyl-6-(4-hydroxystyryl)-2-phenyl-2,3-dihydropyridin-4(1H)-ylidene)malononitrile C(C1=CC=CC=C1)(=O)N1C(CC(C=C1\C=C\C1=CC=C(C=C1)O)=C(C#N)C#N)C1=CC=CC=C1